2-(1-((tert-butyldimethylsilyl)oxy)cyclobutyl)-5-(2-chloro-5-fluoropyrimidin-4-yl)-4-methylthiazole [Si](C)(C)(C(C)(C)C)OC1(CCC1)C=1SC(=C(N1)C)C1=NC(=NC=C1F)Cl